The molecule is a furofuran that is tetrahydro-1H,3H-furo[3,4-c]furan which is substituted at positions 1 and 4 by 4-hydroxy-3-methoxyphenyl and 1,3-benzodioxol-5-yl groups, respectively (the 1S,3aR,4S,6aR stereoisomer). The biosynthetic precursor of (+)-sesamin. It has a role as a plant metabolite. It is a furofuran, a lignan, a member of benzodioxoles, an aromatic ether and a member of phenols. COC1=C(C=CC(=C1)[C@@H]2[C@H]3CO[C@@H]([C@H]3CO2)C4=CC5=C(C=C4)OCO5)O